2,5-dioxopyrrolidin-1-yl N2,N6-bis[(benzyloxy)carbonyl]-L-lysinate C(C1=CC=CC=C1)OC(=O)N[C@@H](CCCCNC(=O)OCC1=CC=CC=C1)C(=O)ON1C(CCC1=O)=O